C(CCCCCCCC#C)(=O)NC1=C2CN(C(C2=CC=C1)=O)C1C(N(C(CC1)=O)C(=O)OC(C)(C)C)=O tert-butyl 3-(4-(dec-9-ynamido)-1-oxoisoindolin-2-yl)-2,6-dioxopiperidine-1-carboxylate